C(C)C(CCCC)CCCCCC 5-ethylundecane